(M)-N-(2-((6-chloro-7-(2-fluorophenyl)-1-(4-methyl-2-(2-propanyl)-3-pyridinyl)-2-oxo-1,2-dihydropyrido[2,3-d]pyrimidin-4-yl)amino)ethyl)-2-propenamide ClC1=CC2=C(N(C(N=C2NCCNC(C=C)=O)=O)C=2C(=NC=CC2C)C(C)C)N=C1C1=C(C=CC=C1)F